2-(6-(((1s,3s)-3-aminocyclobutyl)thio)-1,2,4-triazin-3-yl)-5-(1H-imidazol-1-yl)phenol NC1CC(C1)SC1=CN=C(N=N1)C1=C(C=C(C=C1)N1C=NC=C1)O